tert-butyl 7-(4-(4,4,5,5-tetramethyl-1,3,2-dioxaborolan-2-yl)-1H-pyrazol-1-yl)-2-azaspiro[3.5]nonane-2-carboxylate CC1(OB(OC1(C)C)C=1C=NN(C1)C1CCC2(CN(C2)C(=O)OC(C)(C)C)CC1)C